2-(azetidin-3-yloxy)-6-(trifluoromethyl)pyridine dihydrochloride Cl.Cl.N1CC(C1)OC1=NC(=CC=C1)C(F)(F)F